BrC(C(C(=O)N)Br)C#N 3,2-dibromo-3-cyanopropionamide